FC=1C=C(C=CC(=O)Cl)C=C(C1F)F 3,4,5-trifluorocinnamoyl chloride